C(C1=CC=CC=C1)OC1CC(C1)(O)C=1SC(=C(N1)C)OC1=C(C=C(C=C1)N1N=CN(C1=O)CC1=C(C=CC=C1F)F)F 2-(4-((2-(3-(benzyloxy)-1-hydroxycyclobutyl)-4-methylthiazol-5-yl)oxy)-3-fluorophenyl)-4-(2,6-difluorobenzyl)-2,4-dihydro-3H-1,2,4-triazol-3-one